ClC1=C2C(N(C(NC2=C(C=C1)S(=O)(=O)C1=CC(=CC=C1)F)=O)O)=O 5-chloro-8-((3-fluorophenyl)sulfonyl)-3-hydroxyquinazoline-2,4(1H,3H)-dione